C(=O)(OC(C)(C)C)OC(=O)C1=CC=C(C=C1)N Boc-(4-aminophenyl)formic acid